Cl.NCC1N(CCCC1)C(=O)OCC1=CC=CC=C1 benzyl 2-(aminomethyl)piperidine-1-carboxylate hydrochloride